gamma-(3-pyridyl-methyl)-proline N1=CC(=CC=C1)CC1C[C@H](NC1)C(=O)O